N-(4-fluorophenyl)-[1,1'-biphenyl]-2-carboxamide FC1=CC=C(C=C1)NC(=O)C=1C(=CC=CC1)C1=CC=CC=C1